NC1=CC(=CC(=N1)C(=O)NC1=CC=CC=C1)NC1=NC=CC=C1 6-amino-N-phenyl-4-(pyridin-2-ylamino)pyridine-2-carboxamide